BrC1=CC(=C2C(CN(C(C2=C1)=O)CC1=CC=C(C=C1)OC)C1=C(C=CC(=C1)F)Cl)[N+](=O)[O-] 7-bromo-4-(2-chloro-5-fluorophenyl)-2-(4-methoxybenzyl)-5-nitro-3,4-dihydroisoquinolin-1(2H)-one